methyl 7-[5-chloranyl-2-[2-[6-[(2-methoxy-4-pyridyl)methylamino]-2-methyl-4-oxidanylidene-5,6,7,8-tetrahydroquinazolin-3-yl]ethoxy]phenyl]-5-methyl-thieno[3,2-b]pyridine-3-carboxylate ClC=1C=CC(=C(C1)C1=C2C(=NC(=C1)C)C(=CS2)C(=O)OC)OCCN2C(=NC=1CCC(CC1C2=O)NCC2=CC(=NC=C2)OC)C